FC1=C(C=NC(=C1)C#CCNC)OCCCC1=C(N=CS1)C(=O)O 5-[3-({4-fluoro-6-[3-(methylamino)prop-1-yn-1-yl]Pyridin-3-yl}oxy)propyl]-1,3-thiazole-4-carboxylic acid